ClC=1C=CC=2C(N1)=NN(C2)C2CCOCC2 6-Chloro-2-(tetrahydro-2H-pyran-4-yl)-2H-pyrazolo[3,4-b]pyridine